4-(5-hydroxypentyl)nicotinic acid tert-butyl ester C(C)(C)(C)OC(C1=CN=CC=C1CCCCCO)=O